Cl.Cl.N1CCC2(CC1)[C@H](C1=CC=CC=C1C2)N (1R)-1,3-dihydrospiro[inden-2,4'-piperidin]-1-amine dihydrochloride